(2-(trimethylsilyl)ethoxy)methyl-1H-indazol-5-amine C[Si](CCOCN1N=CC2=CC(=CC=C12)N)(C)C